CCC\C=C\CCC (E)-oct-4-ene